C(C)(C)(C)OC(=O)C1C(C1C=1C=NN(C1)C)C (+/-)-trans-2-methyl-3-(1-methylpyrazol-4-yl)cyclopropanecarboxylic acid tert-butyl ester